FC1=CC=C(C=C1)C1=CC(=C(C=N1)CNC(C=C)=O)C1=NN(C=C1)CC=1C=NC=C(C1)F N-((6-(4-fluorophenyl)-4-(1-((5-fluoropyridin-3-yl)methyl)-1H-pyrazol-3-yl)pyridin-3-yl)methyl)acrylamide